C1(CC1)C=1C=C(C=C(C1)C1CC1)CN(C1=C(C=C(C(=O)O)C=C1)OCC)C(CN(CC1=C(C=CC=C1)C(F)(F)F)S(=O)(=O)C1=C(C(=C(C(=C1)F)F)F)F)=O 4-[(3,5-dicyclopropylphenyl)methyl-[2-[(2,3,4,5-tetrafluorophenyl)sulfonyl-[[2-(trifluoromethyl)phenyl]methyl]amino]acetyl]amino]-3-ethoxy-benzoic acid